chloroprenyl-sulfonate ClC(C=C(C)C)S(=O)(=O)[O-]